COC(=O)C1=C(NC(=C1S(=O)(=O)N1CC(CCC1)C(NC1=CC(=C(C=C1)F)C)=O)C)C 4-((3-((4-fluoro-3-methylphenyl)carbamoyl)piperidin-1-yl)sulfonyl)-2,5-dimethyl-1H-pyrrole-3-carboxylic acid methyl ester